2-((1s,2r)-1-(2-cyano-4-fluorophenyl)-1-(1-ethyl-5-methyl-1H-pyrazol-4-yl)propan-2-yl)-5-hydroxy-N-(isoxazol-4-yl)-1-methyl-6-oxo-1,6-dihydropyrimidine-4-carboxamide C(#N)C1=C(C=CC(=C1)F)[C@H]([C@@H](C)C=1N(C(C(=C(N1)C(=O)NC=1C=NOC1)O)=O)C)C=1C=NN(C1C)CC